2-cyclopropyl-N-(((S)-7-ethyl-7-hydroxy-8,11-dioxo-7,8,11,13-tetrahydro-10H-[1,3]dioxolo[4,5-g]pyrano[3',4':6,7]indolizino[1,2-b]quinolin-14-yl)methyl)-2-hydroxyacetamide C1(CC1)C(C(=O)NCC1=C2C(=NC=3C=C4C(=CC13)OCO4)C4=CC1=C(C(N4C2)=O)COC([C@]1(O)CC)=O)O